ClC=1C=C(C=CC1F)NC(N(C(C)C1=CNC(C2=CN=CC=C12)=O)CC)=O 3-(3-chloro-4-fluorophenyl)-1-ethyl-1-(1-(1-oxo-1,2-dihydro-2,7-naphthyridin-4-yl)ethyl)urea